(R)-4-(6-chlorobenzoxazolyloxy)-phenoxypropionic acid ClC1=CC2=C(N=C(O2)OC2=CC=C(O[C@@H](C(=O)O)C)C=C2)C=C1